2-acetyl-3-(4-hydroxybenzyloxy)-pyridin-4-one C(C)(=O)C1=NC=CC(C1OCC1=CC=C(C=C1)O)=O